(R)-5-chloro-2-(4'-chloro-[1,1'-biphenyl]-4-yl)-3-((S,1E,3E)-3,5-dimethylhepta-1,3-dien-1-yl)-7-methyl-6,8-dioxo-2,6,7,8-tetrahydroisoquinolin-7-yl acetate C(C)(=O)O[C@]1(C(C(=C2C=C(N(C=C2C1=O)C1=CC=C(C=C1)C1=CC=C(C=C1)Cl)\C=C\C(=C\[C@H](CC)C)\C)Cl)=O)C